2-(dicyclohexylphosphino)-2,6-diisopropyloxy-1,1'-biphenyl C1(CCCCC1)P(C1(C(=C(C=CC1)OC(C)C)C1=CC=CC=C1)OC(C)C)C1CCCCC1